N(=O)N1CCC(CC1)CCO 2-(1-nitrosopiperidin-4-yl)ethan-1-ol